NC1=CC(=C(C=C1)N1CCC(CC1)CC1CCN(CC1)C(=O)OC(C)(C)C)F tert-butyl 4-((1-(4-amino-2-fluorophenyl)piperidin-4-yl)methyl)piperidine-1-carboxylate